3-(3-(prop-2-yn-1-yloxy)-2,2-bis((prop-2-yn-1-yloxy)methyl)propoxy)prop-1-yne C(C#C)OCC(COCC#C)(COCC#C)COCC#C